3-isopropyl-5-(4-(1-((5-(4-(methyl-sulfonyl)phenyl)thiazolo[5,4-b]pyridin-2-yl)oxy)ethyl)phenyl)-1,2,4-oxadiazole C(C)(C)C1=NOC(=N1)C1=CC=C(C=C1)C(C)OC=1SC2=NC(=CC=C2N1)C1=CC=C(C=C1)S(=O)(=O)C